9H-fluoren-9-ylmethyl N-[(2S)-2-(tert-butoxycarbonylamino)-3-(4-methylpiperazin-1-yl)-3-oxo-propyl]carbamate C(C)(C)(C)OC(=O)N[C@@H](CNC(OCC1C2=CC=CC=C2C=2C=CC=CC12)=O)C(=O)N1CCN(CC1)C